1-(8Z,11Z,14Z-eicosatrienoyl)-2-tridecanoyl-glycero-3-phosphoserine CCCCCCCCCCCCC(=O)O[C@H](COC(=O)CCCCCC/C=C\C/C=C\C/C=C\CCCCC)COP(=O)(O)OC[C@@H](C(=O)O)N